BrC1(C(N(C2=CC(=C(C=C12)C#N)C)C1=CC=C(C=C1)S(=O)(=O)C)=O)Br 3,3-dibromo-6-methyl-1-(4-(methylsulfonyl)phenyl)-2-oxoindoline-5-carbonitrile